(S)-8-(6-amino-5-((2-amino-3-chloropyridin-4-yl)thio)pyrazin-2-yl)-2-cyclopropyl-8-azaspiro[4.5]dec-2-en-1-amine p-toluenesulfonate CC1=CC=C(C=C1)S(=O)(=O)O.NC1=C(N=CC(=N1)N1CCC2(CC=C([C@H]2N)C2CC2)CC1)SC1=C(C(=NC=C1)N)Cl